(3R)-3-amino-5-[[4-(cyclopentyloxy)phenyl]methyl]-7-[5-(1-methyl-1-methylsulfonyl-ethyl)-1,3,4-oxadiazol-2-yl]-1,1-dioxo-2,3-dihydro-1λ6,5-benzothiazepine-4-One N[C@H]1CS(C2=C(N(C1=O)CC1=CC=C(C=C1)OC1CCCC1)C=C(C=C2)C=2OC(=NN2)C(C)(S(=O)(=O)C)C)(=O)=O